1,3-Diethylimidazolium hexafluorophosphat F[P-](F)(F)(F)(F)F.C(C)N1C=[N+](C=C1)CC